ClC1=CC=C(C=C1)C=1C=C(C(N(N1)C1=CC(=CC=C1)F)=O)C(=O)NC[C@@H](CO)O 6-(4-chlorophenyl)-N-[(2S)-2,3-dihydroxypropyl]-2-(3-fluorophenyl)-3-oxo-2,3-dihydropyridazine-4-carboxamide